N1=C(N=CC=C1)SC1=C(C(=O)[O-])C=CC=C1 Pyrimidinyl(thio)benzoat